C1=CC=CC=2C3=CC=CC=C3N(C12)C1=CC=C(C=C1)OB(O)O 4-(9-carbazolyl)phenylboric acid